C(#N)C1=C(C=CC=C1)C1=CC=C(C=C1)CF 2-cyano-4'-fluoromethyl-biphenyl